1,2-cyclohexanedicarboxylic acid di-isononyl ester C(CCCCCC(C)C)OC(=O)C1C(CCCC1)C(=O)OCCCCCCC(C)C